2,3-dichloro-6-nitroaniline ClC1=C(N)C(=CC=C1Cl)[N+](=O)[O-]